(S)-3-(3-(((R)-2-Ethyl-2,3-dihydrobenzo[f][1,4]oxazepin-4(5H)-yl)methyl)-4-methylphenyl)-3-(1-ethyl-4-methyl-1H-benzo[d][1,2,3]triazol-5-yl)propanoic acid, formic acid salt C(=O)O.C(C)[C@H]1OC2=C(CN(C1)CC=1C=C(C=CC1C)[C@H](CC(=O)O)C1=C(C3=C(N(N=N3)CC)C=C1)C)C=CC=C2